C(C1=CC=CC=C1)O[C@@H](C(=O)N[C@@H]([C@@H](C(=O)NCC1=NC=CC=C1)O)CC1=CC=CC=C1)C (2S,3R)-3-((R)-2-(benzyloxy)propionamido)-2-hydroxyl-4-phenyl-N-(pyridin-2-ylmethyl)butyramide